CC1=C(C(CC1)=O)C\C=C\CC 3-methyl-2-(trans-2-pentenyl)-cyclopentenone